COC=1C=CC=2C3(C4=CC=CC=C4SC2C1OC)OCCO3 3',4'-dimethoxyspiro[1,3-dioxolane-2,9'-thioxanthene]